N(=[N+]=[N-])CCCOC[C@@]12C[C@H](N([C@H]2C1)C(=O)OC(C)(C)C)C(=O)OCC1=CC=CC=C1 3-benzyl 2-(tert-butyl) (1S,3S,5R)-5-((3-azidopropoxy)methyl)-2-azabicyclo[3.1.0]hexane-2,3-dicarboxylate